N=1C=NN2C1C=C(C=C2)OC2=CC(=C(C=C2C)NC=2C1=C(N=CN2)C=NC(=N1)S(=O)(=O)C)OC N-(4-([1,2,4]Triazolo[1,5-a]pyridin-7-yloxy)-2-methoxy-5-methylphenyl)-6-(methylsulfonyl)pyrimido[5,4-d]pyrimidin-4-amine